tert-butyl (3R,4S)-4-(4-benzylpiperazin-1-yl)-3-fluoropiperidine-1-carboxylate C(C1=CC=CC=C1)N1CCN(CC1)[C@@H]1[C@@H](CN(CC1)C(=O)OC(C)(C)C)F